C(C1CO1)OCCCC[Si](OCC)(OCC)C 4-glycidoxybutyl-methyl-diethoxysilane